C1(=C(C(OC([2H])([2H])[2H])=C2C=3[C@@]45[C@@](O2)(C(=O)CC[C@@]4(O)[C@@H](CC13)N(C)CC5)[2H])[2H])[2H] (29CE)-Oxycodone-d6